(1R,2S,5S)-N-[cyano(4-isoquinolyl)methyl]-3-[2-(4,4-difluoro-1-piperidyl)acetyl]-6,6-dimethyl-3-azabicyclo[3.1.0]hexane-2-carboxamide C(#N)C(NC(=O)[C@@H]1[C@H]2C([C@H]2CN1C(CN1CCC(CC1)(F)F)=O)(C)C)C1=CN=CC2=CC=CC=C12